4-bromo-2,6-dimethyl-anisole BrC1=CC(=C(C(=C1)C)OC)C